C(C)(=O)N1\C(\C(C2=CC=CC=C12)=O)=C/C=1SC2=C(N1)C=C(C=C2)C(=O)N2CCOCC2 (Z)-1-acetyl-2-((5-(morpholine-4-carbonyl)benzo[d]Thiazol-2-yl)methylene)indolin-3-one